1-{7-[6-(methoxymethoxy)-2,7-dimethylindazol-5-yl]-1,8-naphthyridin-3-yl}-N,N-dimethylpiperidin-4-amine COCOC=1C(=CC2=CN(N=C2C1C)C)C1=CC=C2C=C(C=NC2=N1)N1CCC(CC1)N(C)C